COC(C1=C(C=C(C=C1)OC)NCCCN1C=NC=C1C)=O 2-((3-(5-methyl-1H-imidazol-1-yl)propyl)amino)-4-methoxybenzoic acid methyl ester